methyl-2-(tetrahydrofuran-2-yl)quinoline CC=1C(=NC2=CC=CC=C2C1)C1OCCC1